N-[1-[5-chloro-2-(2-ethoxy-6-methyl-anilino)pyrimidin-4-yl]-3-methyl-indol-5-yl]prop-2-enamide ClC=1C(=NC(=NC1)NC1=C(C=CC=C1C)OCC)N1C=C(C2=CC(=CC=C12)NC(C=C)=O)C